(-)-1-Methyl-4-[4-(5-methyl-1,3-benzooxazol-2-yl)piperidin-1-yl]-2-oxo-7-{[(3R)-oxolan-3-yl]oxy}-1,2-dihydroquinoline-3-carboxamide CN1C(C(=C(C2=CC=C(C=C12)O[C@H]1COCC1)N1CCC(CC1)C=1OC2=C(N1)C=C(C=C2)C)C(=O)N)=O